(2S,5S)-5-benzyl-2-tert-butyl-3-methyl-4-imidazolidinone hydrochloride Cl.C(C1=CC=CC=C1)[C@H]1C(N([C@H](N1)C(C)(C)C)C)=O